1-Ethyl-4-[({(1R,2R)-2-[4-(3-methyl-1H-pyrazol-5-yl)benzoyl]cyclohexyl}-carbonyl)amino]-1H-pyrazole-5-carboxamide C(C)N1N=CC(=C1C(=O)N)NC(=O)[C@H]1[C@@H](CCCC1)C(C1=CC=C(C=C1)C1=CC(=NN1)C)=O